C(C)(C)N1C(=NN2C(C1=O)=NC=C2C=2C=NN(C2)C2OCCCC2)C=2C=NN(C2)CCC(F)(F)F 3-isopropyl-7-(1-(tetrahydro-2H-pyran-2-yl)-1H-pyrazol-4-yl)-2-(1-(3,3,3-trifluoropropyl)-1H-pyrazol-4-yl)imidazo[2,1-f][1,2,4]triazin-4(3H)-one